(S)-1-(1-(2-chloro-5-methylpyrimidin-4-yl)-1H-pyrazol-4-yl)-3-(2-hydroxy-1-phenylethyl)urea ClC1=NC=C(C(=N1)N1N=CC(=C1)NC(=O)N[C@H](CO)C1=CC=CC=C1)C